C(#N)C1=C2C=C(NC2=CC(=C1)F)C(=O)N(C)[C@@H]1C=2C3=C(C(NC2CNC1)=O)C=C(C(=C3)F)F (R)-4-cyano-N-(8,9-difluoro-6-oxo-1,2,3,4,5,6-hexahydrobenzo[c][1,7]naphthyridin-1-yl)-6-fluoro-N-methyl-1H-indole-2-carboxamide